6-(1-(4-(Cyclohexyloxy)benzyl)-4-fluoro-1H-indol-7-carboxamido)spiro[3.3]heptan C1(CCCCC1)OC1=CC=C(CN2C=CC3=C(C=CC(=C23)C(=O)NC2CC3(CCC3)C2)F)C=C1